O1C(OCC1)C1=C(C=CC=C1OCC1=CC=C(C=C1)OC)C1=NNC=C1 3-(2-(1,3-dioxolan-2-yl)-3-((4-methoxybenzyl)oxy)phenyl)-1H-pyrazole